CN(C/C=C/C(=O)NC=1C=C2C(=CN(C2=CC1)C1=NC(=NC=C1F)NC=1C=NN(C1)CCO)C)C (E)-4-(dimethylamino)-N-[1-[5-fluoro-2-[[1-(2-hydroxyethyl)pyrazol-4-yl]amino]pyrimidin-4-yl]-3-methyl-indol-5-yl]but-2-enamide